(3r,4r)-4-({5-fluoro-4-[4-fluoro-2-methyl-1-(propan-2-yl)-1H-benzimidazol-6-yl]pyrimidin-2-yl}amino)-1-methylpiperidin-3-ol FC=1C(=NC(=NC1)N[C@H]1[C@@H](CN(CC1)C)O)C=1C=C(C2=C(N(C(=N2)C)C(C)C)C1)F